2-(2,6-dioxopiperidin-3-yl)-5-fluoro-6-(5-(piperidin-4-ylmethyl)-2,5-diazabicyclo[2.2.2]octan-2-yl)isoindoline-1,3-dione O=C1NC(CCC1N1C(C2=CC(=C(C=C2C1=O)F)N1C2CN(C(C1)CC2)CC2CCNCC2)=O)=O